C1=CC=CC=2C3=CC=CC=C3C(C12)COC(=O)N[C@H](C(=O)O)CC1=CC=CC=C1 (2S)-2-(9H-fluoren-9-ylmethoxycarbonylamino)-3-phenyl-propanoic acid